ClC1=C(CN2C(N([C@H](C3=CC=C(C=C23)C(=O)NCC2=C(C=CC=C2OC)F)C)C)=O)C(=CC=C1)F (S)-1-(2-chloro-6-fluorobenzyl)-N-(2-fluoro-6-methoxybenzyl)-3,4-dimethyl-2-oxo-1,2,3,4-tetrahydroquinazoline-7-carboxamide